ClC=1C=CC(=NC1)C=1C(=NC=CC1)OC 5-chloro-2-(2-methoxypyridin-3-yl)-pyridine